CC(C(=O)SCCNC(CCNC([C@@H](C(COP(OP(OC[C@@H]1[C@H]([C@H]([C@@H](O1)N1C=NC=2C(N)=NC=NC12)O)OP(=O)(O)O)(=O)O)(=O)O)(C)C)O)=O)=O)CC 2-methylbutyryl-CoA